ClCCCCCCOCCOCCOCCOCCOCCOCC(=O)Cl 24-chloro-3,6,9,12,15,18-hexaoxatetracosanoyl chloride